2-(4-(1H-pyrrol-1-yl)phenyl)acetic acid N1(C=CC=C1)C1=CC=C(C=C1)CC(=O)O